C(C)OC[C@]1(CN(CC1)CC=1C=CC(=NC1)OC)CCC1=CC=C(C=C1)F |o1:4| (R or S)-5-((3-(ethoxymethyl)-3-(4-fluorophenethyl)pyrrolidin-1-yl)methyl)-2-methoxypyridine